ClC1=CC=C(C(=N1)NC(=O)[C@H]1N[C@@H]2C[C@@H]2C1)C (1R,3S,5R)-N-(6-chloro-3-methylpyridin-2-yl)-2-azabicyclo[3.1.0]Hexane-3-carboxamide